N-((S)-1-((1r*,3R*)-3-(2-(1,8-naphthyridin-2-yl)ethyl)cyclobutyl)-2,5-dioxopyrrolidin-3-yl)-2,4,6-trimethyl-benzenesulfonamide N1=C(C=CC2=CC=CN=C12)CCC1CC(C1)N1C([C@H](CC1=O)NS(=O)(=O)C1=C(C=C(C=C1C)C)C)=O